C1(CC1)CN[C@H]1CN(CCC1)C1=CC(N(C=C1)C(C)C=1C=NN(C1)C=1C=NC=C(C1)N1CCCC1)=O 4-((R)-3-((cyclopropylmethyl)amino)piperidin-1-yl)-1-(1-(1-(5-(pyrrolidin-1-yl)pyridin-3-yl)-1H-pyrazol-4-yl)ethyl)pyridin-2(1H)-one